((R)-3-methyl-1-((S)-2-(6-methylpyrazine-2-carboxamido)-3-phenylpropionamido)butyl)boronic acid CC(C[C@H](NC([C@H](CC1=CC=CC=C1)NC(=O)C1=NC(=CN=C1)C)=O)B(O)O)C